FC1=C(C=CC(=C1C(=O)C1=NNC2=NC=C(C=C21)C2=CC=C(C=C2)O)F)NS(=O)(=O)CCC N-(2,4-Difluoro-3-(5-(4-hydroxyphenyl)-1H-pyrazolo[3,4-b]pyridin-3-carbonyl)phenyl)-propan-1-sulfonamid